N,3,5-trimethylbenzamide CNC(C1=CC(=CC(=C1)C)C)=O